(2,4-dihydroxyphenyl)-3-(3'-methoxy-4'-hydroxyphenyl)-1-propanol OC1=C(C=CC(=C1)O)C(CCC1=CC(=C(C=C1)O)OC)O